tert-butyl ((1S,3R)-3-((5-nitro-2-(((S)-tetrahydrofuran-3-yl)oxy)pyridin-4-yl)amino)cyclohexyl)carbamate [N+](=O)([O-])C=1C(=CC(=NC1)O[C@@H]1COCC1)N[C@H]1C[C@H](CCC1)NC(OC(C)(C)C)=O